C(C)(C)(C)OC(=O)NN1CCC(CC1)CCN1CCN(CC1)C1=CC(=C(C(=O)O)C=C1)F 4-(4-(2-(1-((tert-butoxycarbonyl)amino)piperidin-4-yl)ethyl)piperazin-1-yl)-2-fluorobenzoic acid